2-[1-(3-cyclopropyl-6-fluoro-4-oxo-2-tetrahydropyran-4-yl-quinazolin-8-yl)ethoxy]benzoic acid C1(CC1)N1C(=NC2=C(C=C(C=C2C1=O)F)C(C)OC1=C(C(=O)O)C=CC=C1)C1CCOCC1